5-(1,3-Benzothiazole-6-sulfonyl)-N-[(4-fluorophenyl)methyl]-1H,2H,3H,4H,5H,6H-pyrrolo[3,4-c]pyrrole-2-carboxamide S1C=NC2=C1C=C(C=C2)S(=O)(=O)N2CC1=C(C2)CN(C1)C(=O)NCC1=CC=C(C=C1)F